N-(trans-4-(2-(4-(2,3-Dichlorophenyl)piperazin-1-yl)ethyl)cyclohexyl)quinoline-4-carboxamide ClC1=C(C=CC=C1Cl)N1CCN(CC1)CC[C@@H]1CC[C@H](CC1)NC(=O)C1=CC=NC2=CC=CC=C12